FC1=CC(=C(C=C1)C=1C2=C(C(=NC1C1=NN3C(CNCC3)=C1)N1CCC3(COC3)CC1)C=CS2)OCCOC 7-[7-[4-fluoro-2-(2-methoxyethoxy)phenyl]-6-(4,5,6,7-tetrahydropyrazolo[1,5-a]pyrazin-2-yl)thieno[3,2-c]pyridin-4-yl]-2-oxa-7-azaspiro[3.5]nonane